BrC1=CC(=C(C=C1)CC#N)I 2-(4-bromo-2-iodophenyl)acetonitrile